5-(5-Bromopentoxy)-2-(2,6-dioxo-3-piperidyl)isoindoline-1,3-dione BrCCCCCOC=1C=C2C(N(C(C2=CC1)=O)C1C(NC(CC1)=O)=O)=O